CC1=CC=C(C=C1)C1CCN(CC1)C(=O)NC1=C(C=CC=C1)N1CCN(CC1)C1COCC1 4-(4-methylphenyl)-N-{2-[4-(oxolan-3-yl)piperazin-1-yl]phenyl}piperidine-1-carboxamide